C(C)NC(NC1=CC(=NC=N1)CN1CCC(CC1)C=1C=CC(=NC1C)C(=O)NC)=O 5-(1-((6-(3-ethylureido)pyrimidin-4-yl)methyl)piperidin-4-yl)-N,6-dimethylpicolinamide